BrC1=CN=C(C(=N1)N)C#CC1(C(C1)(F)F)C 6-Bromo-3-[2-(2,2-difluoro-1-methyl-cyclopropyl)ethynyl]pyrazin-2-amine